N-((1r,4r)-4-ethylcyclohexyl)-1-(5-(2-methoxypyridin-4-yl)-1H-pyrazole-3-carbonyl)piperidine-4-carboxamide C(C)C1CCC(CC1)NC(=O)C1CCN(CC1)C(=O)C1=NNC(=C1)C1=CC(=NC=C1)OC